(4-cyclopropylphenyl)methanol C1(CC1)C1=CC=C(C=C1)CO